ClC1=C2C(=C(N=N1)Cl)N(C=N2)C 4,7-dichloro-1-methyl-1H-imidazo[4,5-d]Pyridazine